ClC1=CC=C(C=C1)C1=CC(=CC(=C1)C1=CC=CC=C1)C1=CC=CC=C1 4-chloro-5'-phenyl-[1,1':3',1'']terphenyl